bis(4,7-dimethyl-1-indenyl)zirconium dichloride [Cl-].[Cl-].CC1=C2C=CC(C2=C(C=C1)C)[Zr+2]C1C=CC2=C(C=CC(=C12)C)C